ClC1=CC(=C(S1)C1=NC=C(C(=N1)C)O[C@@H]1C[C@H](CCC1)C(=O)O)CNC1=NOC(=N1)CC1CC1 (1S,3S)-3-((2-(5-Chloro-3-(((5-(cyclopropylmethyl)-1,2,4-oxadiazol-3-yl)amino)methyl)thiophen-2-yl)-4-methylpyrimidin-5-yl)oxy)cyclohexane-1-carboxylic acid